BrC=1C=C(C(=O)O)C=CC1Cl 3-bromo-4-chlorobenzoic acid